(R)-N-(1-(4-(3-methoxytetrahydrofuran-3-yl)pyridin-2-yl)-1H-pyrazolo[4,3-c]pyridin-6-yl)acetamide CO[C@@]1(COCC1)C1=CC(=NC=C1)N1N=CC=2C=NC(=CC21)NC(C)=O